CC(C=O)CCC=C(CCC=C(C)C)C 2,6,10-trimethyl-5,9-undecadiene-1-aldehyde